C(C=C)OC1=C(C=CC=C1)S(=O)(=O)O allyloxybenzene-sulphonic acid